NC1=NC=2C=CC(=CC2C2=C1C=NN2C)C(=O)N(CC2=NC=C(C=C2)C(F)(F)F)N2C(N(CC2)CC(F)(F)F)=O 4-amino-1-methyl-N-(2-oxo-3-(2,2,2-trifluoroethyl)imidazolidin-1-yl)-N-((5-(trifluoromethyl)pyridin-2-yl)methyl)-1H-pyrazolo[4,3-c]quinoline-8-carboxamide